(3S)-6-Chloro-2'-(3-chloro-4-fluorophenyl)-5'-(2,4-dimethoxypyrimidin-5-yl)-6'-(propan-2-yl)-1,2,3',5'-tetrahydro-2'H-spiro[indol-3,1-pyrrolo[3,4-c]pyrrol]-2,3'-dion ClC1=CC=C2C(=C1)NC([C@]21N(C(C=2C1=C(N(C2)C=2C(=NC(=NC2)OC)OC)C(C)C)=O)C2=CC(=C(C=C2)F)Cl)=O